Cl.N[C@@H]1C(N(C2=C(OC1)C=CC(=C2)OCC2=CC(=NC=C2)OC)C)=O (S)-3-amino-7-((2-methoxypyridin-4-yl)methoxy)-5-methyl-2,3-dihydrobenzo[b][1,4]oxazepin-4(5H)-one hydrochloride